FC(C=1C(=C(C=CC1)[C@@H](C)NC=1C2=C(N=C(N1)C)N1C(C(=C2)C2CCN(CC2)C(=O)OCC2=CC=CC=C2)=NN=C1)F)F benzyl (R)-4-(4-((1-(3-(difluoromethyl)-2-fluorophenyl)ethyl)amino)-2-methyl-[1,2,4]triazolo[4',3':1,6]pyrido[2,3-d]pyrimidin-6-yl)piperidine-1-carboxylate